3-chloro-N-((1S,4S)-4-((5-(difluoromethyl)-1-methyl-6-oxo-1,6-dihydropyridazin-3-yl)amino)cyclohexyl)-1-(2,2,2-trifluoroethyl)-1H-pyrazole-4-carboxamide ClC1=NN(C=C1C(=O)NC1CCC(CC1)NC1=NN(C(C(=C1)C(F)F)=O)C)CC(F)(F)F